1-[5-ethylsulfonyl-6-[3-methyl-6-(trifluoromethyl-sulfonimidoyl)imidazo[4,5-b]pyridin-2-yl]-3-pyridyl]cyclopropanecarbonitrile C(C)S(=O)(=O)C=1C=C(C=NC1C1=NC=2C(=NC=C(C2)S(=O)(=N)C(F)(F)F)N1C)C1(CC1)C#N